CC(C=O)CC1=CC=C(C=C1)C(C)C 2-methyl-3-(para-iso-propylphenyl)propionaldehyde